2-methyl-N-acryloyl-aziridine CC1N(C1)C(C=C)=O